4-[5-(1H-indazol-5-yl)thiophen-2-yl]methyl-2,4-dihydro-3H-1,2,4-triazol-3-one hydrochloride Cl.N1N=CC2=CC(=CC=C12)C1=CC=C(S1)CN1C(NN=C1)=O